(S)-1-Oxo-1-((4-((2-(Trifluoromethyl)Benzyl)Oxy)Benzyl)Amino)Butane-2-Aminium Chloride [Cl-].O=C([C@H](CC)[NH3+])NCC1=CC=C(C=C1)OCC1=C(C=CC=C1)C(F)(F)F